C=1N=NC=2C1C1=CC=NOC1=CC2 Benzopyrazolooxazine